ClC1=C(N=C(NC1=O)C1=CC(=NC=C1)F)N1CCNCC(C1)C(F)(F)F 5-chloro-2-(2-fluoro-4-pyridinyl)-4-[6-(trifluoromethyl)-1,4-diazepan-1-yl]-1H-pyrimidin-6-one